CC1=C(C(=O)OCC(C)C)C=CC(=C1)C isobutyl 2,4-dimethylbenzoate